N1(CCCC1)C[C@H]1CCNC1 (2S,4S)-4-(Pyrrolidin-1-ylmethyl)-pyrrolidin